N-(4-((Cyclopropylmethoxy)methyl)-3-fluorophenyl)-2-fluoro-5-(4,4,5,5-tetramethyl-1,3,2-dioxaborolan-2-yl)benzamide C1(CC1)COCC1=C(C=C(C=C1)NC(C1=C(C=CC(=C1)B1OC(C(O1)(C)C)(C)C)F)=O)F